Racemic-(7-methyl-1H-benzo[d]imidazol-2-yl)(5-methyl-3-(trifluoromethyl)-5,6-dihydroimidazo[1,5-a]pyrazin-7(8H)-yl)methanone CC1=CC=CC2=C1NC(=N2)C(=O)N2CC=1N([C@@H](C2)C)C(=NC1)C(F)(F)F |r|